1-ethylpiperidin-4-one C(C)N1CCC(CC1)=O